2-[4-[(E)-3-[4-[2-(Ethylamino)-2-oxoethoxy]-3-methoxyphenyl]prop-2-enoyl]phenoxy]propanoic acid C(C)NC(COC1=C(C=C(C=C1)/C=C/C(=O)C1=CC=C(OC(C(=O)O)C)C=C1)OC)=O